O1S(N=CC=C1)(=O)=O [1,2,3]oxathiazine 2,2-dioxide